C1=C(O[C@H]([C@@H]([C@H]1O)O)O[C@@H]2[C@@H]([C@H](C(O[C@@H]2C(=O)O)O)O)O)C(=O)O The molecule is a D-galacturonic acid having a 4-deoxy-alpha-L-threo-hex-4-enopyranosyluronic acid moiety attached at the 4-position. It is a conjugate acid of a 4-(4-deoxy-beta-D-gluc-4-enosyluronate)-D-galacturonate(2-).